4-(4-(2-(1-cyanocyclopropyl)acetyl)piperazin-1-yl)-1H-pyrrolo[2,3-b]pyridin C(#N)C1(CC1)CC(=O)N1CCN(CC1)C1=C2C(=NC=C1)NC=C2